3-((5-(5-(difluoromethyl)-1,3,4-oxadiazol-2-yl)pyridin-2-yl)methyl)-1-(1-methylpiperidin-4-yl)-1,3-dihydro-2H-imidazo[4,5-b]pyridin-2-one FC(C1=NN=C(O1)C=1C=CC(=NC1)CN1C(N(C=2C1=NC=CC2)C2CCN(CC2)C)=O)F